C(C)(C)(C)OC(=O)N1CC2=CC(=C(C=C2CC1)F)CO 6-fluoro-7-(hydroxymethyl)-3,4-dihydro-(1H)-isoquinoline-2-carboxylic acid tert-butyl ester